C(CCCCCCCCC\C=C/CCCCCC)(=O)[O-].[Mn+2].C(CCCCCCCCC\C=C/CCCCCC)(=O)[O-] manganese cis-vaccenate